C(CCN)N Propane-1,3-Diamine